[C-]1(C=CC=C1)C(=O)OCCO.[CH-]1C=CC=C1.[Fe+2] 2-hydroxyethyl ferrocenecarboxylate